N1(CCC1)C(=O)C1CN(C(O1)=O)CC1=NC(=CN=C1)C1=CC(=C(C=C1)Cl)OC(F)F 5-(Azetidine-1-carbonyl)-3-[[6-[4-chloro-3-(difluoromethoxy)phenyl]pyrazin-2-yl]methyl]oxazolidin-2-one